Magnesium(II) bis(trifluoromethanesulfonyl)amide FC(S(=O)(=O)[N-]S(=O)(=O)C(F)(F)F)(F)F.[Mg+2].FC(S(=O)(=O)[N-]S(=O)(=O)C(F)(F)F)(F)F